C[C@H]1CC[C@@H](N(C1)C(C(=O)N)=O)C=1C=C2C=CC=NC2=CC1 2-((2R,5S)-5-methyl-2-(quinolin-6-yl)piperidin-1-yl)-2-oxoacetamide